lactic acid potassium lactate C(C(O)C)(=O)[O-].[K+].C(C(O)C)(=O)O